OCCNCCCCCCCOC(C(CCCCCCCC(C)C)C)=O.CC(C)(C)S[SiH3] 1,1-Dimethylethylthiosilane 7-((2-hydroxyethyl)amino)heptyl-2,10-dimethylundecanoate